3-hydroxyphenyl bisulfate S(OC1=CC(=CC=C1)O)(O)(=O)=O